(4-(1H-indol-3-yl)-7-((trifluoromethyl)sulfonyl)-5,6,7,8-tetrahydropyrido[3,4-d]pyrimidin-2-yl)morpholine N1C=C(C2=CC=CC=C12)C=1C2=C(N=C(N1)N1CCOCC1)CN(CC2)S(=O)(=O)C(F)(F)F